2,5-dimethoxy-4-ethylthio-phenethylamine COC1=C(CCN)C=C(C(=C1)SCC)OC